FC1(CC12CC(C2)C(=O)N(C)OC)F 2,2-difluoro-N-methoxy-N-methyl-spiro[2.3]hexane-5-carboxamide